O=C1C2=C(OCCC1)C=C(C=C2)C(=O)OC methyl 5-oxo-2,3,4,5-tetrahydrobenzo[b]oxepine-8-carboxylate